N1CC(C1)OC=1C=C(C=CC1)S(=O)(=O)N1CCC(CC1)NC([O-])=O (1-((3-(azetidin-3-yloxy)phenyl)sulfonyl)piperidin-4-yl)carbamate